C(C)OP(=O)(OCC)CC(=O)N(C)CC(=O)N[C@H](COC1=C(C(=O)OC)C=CC(=C1)C#CCCCCCCCCCC)CC(=O)N1CCOCC1 Methyl (S)-2-(2-(2-(2-(diethoxyphosphoryl)-N-methylacetamido)-acetamido)-4-morpholino-4-oxobutoxy)-4-(dodec-1-yn-1-yl)benzoate